N-cyclobutylhydroxylamine C1(CCC1)NO